FC1=C(C=CC=C1C=1C=NN(C1)C(CC)C1=CC=C(C=C1)F)C1=C(C=2N(C=C1)N=C(N2)N)OC 7-(2-fluoro-3-(1-(1-(4-fluorophenyl)propyl)-1H-pyrazol-4-yl)phenyl)-8-methoxy-[1,2,4]triazolo[1,5-a]pyridin-2-amine